N-[(3-bromo-4-fluoro-phenyl)methyl]-N-(2,2-dimethoxyethyl)-4-methyl-benzenesulfonamide BrC=1C=C(C=CC1F)CN(S(=O)(=O)C1=CC=C(C=C1)C)CC(OC)OC